5-butyl-N'-isonicotinoylpicolinohydrazide hydrogen chloride Cl.C(CCC)C=1C=CC(=NC1)C(=O)NNC(C1=CC=NC=C1)=O